tert-butyl N-(6-bromo-5-methyl-2-pyridyl)carbamate BrC1=C(C=CC(=N1)NC(OC(C)(C)C)=O)C